C(=O)NC(CCCCC)NC=O N,N'-diformylhexanediamine